(1S,3S)-3-((2-(5-(((4-isopropyl-1,3,5-triazin-2-yl)amino)methyl)-1-methyl-1H-pyrazol-4-yl)-4-methylpyrimidin-5-yl)oxy)cyclohexane-1-carboxylic acid C(C)(C)C1=NC(=NC=N1)NCC1=C(C=NN1C)C1=NC=C(C(=N1)C)O[C@@H]1C[C@H](CCC1)C(=O)O